tris[2,3-dibutyl-(1-aziridinyl)]propionate C(CCC)C1N(C1CCCC)C(CC(=O)[O-])(N1C(C1CCCC)CCCC)N1C(C1CCCC)CCCC